CC1=NC(N=C1C)=[Ag-2]Cl 4,5-dimethyl-imidazol-2-ylidenesilver(I) chloride